4-(4-(3,8-diazabicyclo[3.2.1]oct-3-yl)-8-fluoro-2-(((2R,7aS)-2-fluorotetrahydro-1H-Pyrrolizin-7a(5H)-yl)methoxy)pyrido[4,3-d]pyrimidin-7-yl)-5-ethynyl-6-fluoronaphthalen-2-ol C12CN(CC(CC1)N2)C=2C1=C(N=C(N2)OC[C@]23CCCN3C[C@@H](C2)F)C(=C(N=C1)C1=CC(=CC2=CC=C(C(=C12)C#C)F)O)F